C(CCCCCCCCCCCCCCC)N(CCCCCCCCCCCCCCCC)CC(=O)O di-hexadecylaminoacetic acid